C(CCCC=C)OCC1=CC=CC=C1 ((5-hexenyloxy)-methyl)benzene